2-chloro-1-(3,4-dihydrobenzo[b][1,4]oxazepin-5(2H)-yl)ethan-1-one ClCC(=O)N1C2=C(OCCC1)C=CC=C2